COC(CC[C@@H](C(=O)N1CCN(CC1)C)N)=O (4S)-4-amino-5-(4-methylpiperazin-1-yl)-5-oxopentanoic acid methyl ester